C(C=C)(=O)N1CCN(CC1)C1=NC=NC2=CC(=C(C=C12)Cl)C1=C(C(=O)N)C=CC=C1F 2-(4-(4-acryloylpiperazin-1-yl)-6-chloroquinazolin-7-yl)-3-fluorobenzamide